C(C1=CC=CC=C1)OCCOCCCNS(=O)(=O)C1=CC=C(C=C1)OC(F)(F)F N-(3-(2-(benzyloxy)ethoxy)propyl)-4-(trifluoromethoxy)benzenesulfonamide